C(C)S(=O)(=O)NCCCN(CCCCCCCC(=O)OC(CCCCCCCC)CCCCCCCC)CCCCCCCC(=O)OCC(CCCCCCC)C Heptadecan-9-yl 8-((3-(ethylsulfonamido)propyl)(8-((2-methylnonyl)oxy)-8-oxooctyl)amino)octanoate